(3-bromothiophene-2-yl)(4-(2-((4-chlorophenylethyl)amino)phenyl)piperazin-1-yl)methanone BrC1=C(SC=C1)C(=O)N1CCN(CC1)C1=C(C=CC=C1)NCCC1=CC=C(C=C1)Cl